6,8-dithiooctanoic amide C1CSS[C@@H]1CCCCC(=O)N